CC1=CC=C(/C(=C/2\C(C3=CC=CN3C2)=O)/S)C=C1 (E)-2-(4-methyl-mercaptobenzylidene)-2,3-dihydropyrrolizine-1-one